6-[2-(3-chloro-2-pyridyl)-5-(2,2,2-trifluoro-ethoxy)pyrazol-3-yl]-2,4-dimethyl-thiazolo[4,5-g][3,1]benzoxazin-8-one ClC=1C(=NC=CC1)N1N=C(C=C1C1=NC2=C(C(O1)=O)C=C1C(=C2C)SC(=N1)C)OCC(F)(F)F